BrC1=C(C(=CC=C1)F)NC1=NC=CC(=N1)C N-(2-bromo-6-fluoro-phenyl)-4-methyl-pyrimidin-2-amine